2-(1-((2-(3,5-dichlorophenyl)-6-((2-(4-(dimethylamino)piperidin-1-yl)pyrimidin-5-yl)oxy)pyridin-4-yl)methyl)piperidin-4-yl)acetic acid ClC=1C=C(C=C(C1)Cl)C1=NC(=CC(=C1)CN1CCC(CC1)CC(=O)O)OC=1C=NC(=NC1)N1CCC(CC1)N(C)C